C(C)(C)(C)OC(=O)C1CC(C1)(C(C)O)NC(=O)OC(C)(C)C 3-(tert-Butoxycarbonylamino)-3-(1-hydroxyethyl)cyclobutanecarboxylic acid tert-butyl ester